OC1=C(C=C(C=C1)C1=CC(=NC=C1)O)C=1N=NC(=CC1)OC1CC(NC(C1)(C)C)(C)C 4-(4-hydroxy-3-(6-((2,2,6,6-tetramethylpiperidin-4-yl)oxy)pyridazin-3-yl)phenyl)pyridin-2-ol